(1,3-bis(octanoyloxy)-2-((octanoyloxy)methyl)propan-2-yl)glycine (2R,4r,6S)-tert-butyl-4-hydroxy-2,6-dimethylpiperidine-1-carboxylate C(C)(C)(C)[C@@]1(N([C@H](C[C@H](C1)O)C)C(=O)O)C.C(CCCCCCC)(=O)OCC(COC(CCCCCCC)=O)(COC(CCCCCCC)=O)NCC(=O)O